FC(OC1=NC=CC(=C1)C1=NC(=NO1)[C@@H]1C(C12CCN(CC2)S(=O)(=O)N)(F)F)F (2R)-2-{5-[2-(Difluoromethoxy)pyridin-4-yl]-1,2,4-oxadiazol-3-yl}-1,1-difluoro-6-azaspiro[2.5]octan-6-sulfonamid